methyl 5-methyl-2-morpholino-5,7-dihydrofuro[3,4-b]pyridine-3-carboxylate CC1OCC2=NC(=C(C=C21)C(=O)OC)N2CCOCC2